NC=1C2=C(N=CN1)N(C(=C2C2=CC=C(C=C2)OC2=NC(=CC=C2)C)C=2C=C(C=CC2)NC#N)C [3-[4-amino-7-methyl-5-[4-[(6-methyl-2-pyridyl)oxy]phenyl]pyrrolo[2,3-d]pyrimidin-6-yl]phenyl]cyanamide